C(CC=C)C(=[Hf](C1=CC=CC=2C3=CC=CC=C3CC12)C1C=CC=C1)C (3-buten-1-yl)(methyl)methylene(cyclopentadienyl)(fluorenyl)hafnium